FC1=C(C=CC=C1)C1=CCCN1 5-(2-fluorophenyl)-1,3-dihydro-2H-pyrrole